CC1N(CCN(C1=O)CC1=C(C=C(C=C1)B1OC(C(O1)(C)C)(C)C)C)C(=O)OC(C)(C)C tert-butyl 2-methyl-4-(2-methyl-4-(4,4,5,5-tetramethyl-1,3,2-dioxaborolan-2-yl)benzyl)-3-oxopiperazine-1-carboxylate